C1(CCC1)S(=O)(=O)O[C@H]1[C@@H](N(C1=O)C=1C=C2C=3C=CC=CC3C=CC2=C2C=CC=CC12)C1=NC=C(C=C1)F |r| (±)-Trans-N-(chrysen-6-yl)-2-(5-fluoropyridin-2-yl)-4-oxoazetidin-3-yl cyclobutanesulfonate